FC1=C2C=CNC2=CC(=C1OC=1C=CC(=C(C1)C1=NC(=C2N1C=CC=C2)C(C)C=2C(=C(C=CC2)CCC(=O)O)F)F)F 3-(3-(1-(3-(5-((4,6-Difluoro-1H-indol-5-yl)oxy)-2-fluorophenyl)imidazo[1,5-a]pyridin-1-yl)ethyl)-2-fluorophenyl)propanoic acid